CN(C([S-])=S)C.CN(C([S-])=S)C.[Ni+2] Nickel bis(dimethyldithiocarbamate)